Cl\C(\C(F)(F)F)=C(/C(F)(F)F)\Cl (E)-2,3-dichloro-1,1,1,4,4,4-hexafluoro-2-butene